4-tert-Butylpyrocatechol C(C)(C)(C)C=1C=C(C(O)=CC1)O